2-((1-acetylpiperidin-4-yl)amino)-5-fluoroisonicotinic acid C(C)(=O)N1CCC(CC1)NC=1C=C(C(=O)O)C(=CN1)F